trans-3-aminocyclopentan-1-ol N[C@@H]1C[C@H](CC1)O